ClC=1C(=CC2=C(C[C@@](O2)([C@H]2NCCC2)C2=CC=CC=C2)C1C=1C(=CC2=C(NN=N2)C1F)C(=O)N)F (S)-6-((S)-5-Chloro-6-fluoro-2-phenyl-2-((S)-pyrrolidin-2-yl)-2,3-dihydrobenzofuran-4-yl)-7-fluoro-1H-benzo[d][1,2,3]triazole-5-carboxamide